(S)-(6-hydrazineylpyridin-3-yl)(imino)(isopropyl)-λ6-sulfanone N(N)C1=CC=C(C=N1)[S@@](=O)(C(C)C)=N